C1(=CC=C(C=C1)C1=CNC2=CC=C(C=C12)C(=O)O)C 3-(p-tolyl)-1H-indole-5-carboxylic acid